NCCNC(=O)OC1=CC=C(C=C1)C1CC2(OOC3(C4CC5CC(CC3C5)C4)O2)CCC1 3-[p-(2-Aminoethylaminocarbonyloxy)phenyl]dispiro[cyclohexane-1,3'-[1,2,4]trioxolane-5',2''-tricyclo[3.3.1.13,7]decane]